5-(2,3-dichloro-phenyl)-3-isobutyl-1-{2-oxo-2-[4-(2-oxo-1,2,4,5-tetrahydro-benzo[d][1,3]diazepin-3-yl)-piperidin-1-yl]-ethyl}-1H-pyrimidine-2,4-dione ClC1=C(C=CC=C1Cl)C=1C(N(C(N(C1)CC(N1CCC(CC1)N1C(NC2=C(CC1)C=CC=C2)=O)=O)=O)CC(C)C)=O